2-(4-methoxyphenoxy)acetic acid-1-methylpyrrolidin-3-yl ester CN1CC(CC1)OC(COC1=CC=C(C=C1)OC)=O